ClC1=NC=C(C(=N1)N1CC(CC1)CNC(OC(C)(C)C)=O)C#N tert-butyl N-[[1-(2-chloro-5-cyano-pyrimidin-4-yl)pyrrolidin-3-yl] methyl]carbamate